CN1N=C2C(=CC(=CC2=C1)C=1N=CC2=C(N1)SC(=N2)C2CCNCC2)C 5-(2,7-dimethyl-2H-indazol-5-yl)-2-(piperidin-4-yl)[1,3]thiazolo[5,4-d]pyrimidine